NC1=C2C(=NC=N1)N(N=C2C2=CC=C(C=C2)OC2=CC=CC=C2)[C@H]2CN(CCC2)C(CCCN2CCN(CC2)CCCCCCCCCSC2=C1C(N(C(C1=CC=C2)=O)C2C(NC(CC2)=O)=O)=O)=O 4-((9-(4-(4-((R)-3-(4-amino-3-(4-phenoxyphenyl)-1H-pyrazolo[3,4-d]pyrimidine-1-yl)piperidin-1-yl)-4-oxobutyl)piperazin-1-yl)nonyl)thio)-2-(2,6-dioxopiperidin-3-yl)Isoindoline-1,3-dione